N-(tert-butoxycarbonyl)-2-methyl-1-(7-methylthieno[3,2-d]pyrimidin-4-yl)-4-piperidylamine C(C)(C)(C)OC(=O)NC1CC(N(CC1)C=1C2=C(N=CN1)C(=CS2)C)C